tert-butyl (1R,5S)-3-[3-[[(1R)-1-[3-[1-ethyl-5-(methylcarbamoyl)pyrrol-3-yl]-5-methoxy-phenyl]ethyl]carbamoyl]-4-methyl-phenyl]-3,8-diazabicyclo[3.2.1]octane-8-carboxylate C(C)N1C=C(C=C1C(NC)=O)C=1C=C(C=C(C1)OC)[C@@H](C)NC(=O)C=1C=C(C=CC1C)N1C[C@H]2CC[C@@H](C1)N2C(=O)OC(C)(C)C